7-[1-(azetidin-1-yl)ethyl]-2-(1H-pyrazol-4-yl)-12-oxa-3-thia-6-azatricyclo[6.4.1.04,13]trideca-1,4(13),7-trien-5-one N1(CCC1)C(C)C=1NC(C=2SC(=C3OCCCC1C32)C=3C=NNC3)=O